N-(3-methylpentyl)undecane-1,11-diamine CC(CCNCCCCCCCCCCCN)CC